CC(C)(N(C(C(C)C)C1=CC=CC=C1)OC(C)C1=CC=CC=C1)C 2,2,5-trimethyl-3-(1-phenylethoxy)-4-phenyl-3-azahexane